The molecule is a 1-hexadecanoyl-2-acyl-sn-glycero-3-phospho-1D-myo-inositol(1-) obtained by deprotonation of the phosphate OH group of 1-hexadecanoyl-2-(9Z-octadecenoyl)-sn-glycero-3-phospho-D-myo-inositol. It is a 1-hexadecanoyl-2-acyl-sn-glycero-3-phospho-1D-myo-inositol(1-), a phosphatidylinositol 34:1(1-) and a 1-acyl-2-oleoyl-sn-glycero-3-phospho-1D-myo-inositol(1-). It is a conjugate base of a 1-hexadecanoyl-2-(9Z-octadecenoyl)-sn-glycero-3-phospho-D-myo-inositol. CCCCCCCCCCCCCCCC(=O)OC[C@H](COP(=O)([O-])OC1[C@@H]([C@H](C([C@H]([C@H]1O)O)O)O)O)OC(=O)CCCCCCC/C=C\\CCCCCCCC